COC1=CC=2N(C=C1C(=O)NC=1C(=NC=CC1)OC)C=C(N2)C2CCOCC2 7-methoxy-N-(2-methoxypyridin-3-yl)-2-(tetrahydro-2H-pyran-4-yl)imidazo[1,2-a]pyridine-6-carboxamide